(R)-3-(3-fluoro-4-(6-(2-methyl-2H-tetrazol-5-yl)pyridin-3-yl)phenyl)-5-(1-hydroxyethyl)oxazolidin-2-one FC=1C=C(C=CC1C=1C=NC(=CC1)C=1N=NN(N1)C)N1C(O[C@H](C1)C(C)O)=O